C(CCCCCCCCCCCCCCC)(=O)OC1C(OCC1)C#C 2-ethynyltetrahydrofuran-3-yl palmitate